(3-(1-(tert-butyl)-3-(2-(3-methylisoxazol-5-yl)acetamido)-1H-pyrazol-5-yl)cyclobutyl)methyl isopropylcarbamate C(C)(C)NC(OCC1CC(C1)C1=CC(=NN1C(C)(C)C)NC(CC1=CC(=NO1)C)=O)=O